1-[2-[1-(2,3-difluoropropyl)-3-methyl-pyrazol-4-yl]-6-[5-[(6-methylpyridazin-3-yl)amino]benzimidazol-1-yl]-3-pyridinyl]ethanol FC(CN1N=C(C(=C1)C1=NC(=CC=C1C(C)O)N1C=NC2=C1C=CC(=C2)NC=2N=NC(=CC2)C)C)CF